BrC=1C=C2C(C(N(C2=C(C1)I)CC(=O)OC(C)(C)C)=O)(C)C tert-butyl 2-(5-bromo-7-iodo-3,3-dimethyl-2-oxoindol-1-yl)acetate